(6R)-6-{[2-(4-methoxyphenyl)[1,2,4]triazolo[1,5-c]quinazolin-5-yl]amino}-1,4-diazepin-5-one COC1=CC=C(C=C1)C1=NN2C(=NC=3C=CC=CC3C2=N1)NC=1C(N=CC=NC1)=O